C12C3CCCC3C(C(C1)OC(C=C)=O)C2 acrylic tricyclo[5.2.1.02,6]Decane-8-yl ester